14α,17β-dihydroxyandrost-4-en-3-one O[C@@]12CC[C@@H]([C@@]1(C)CC[C@@H]1[C@]3(CCC(C=C3CC[C@@H]21)=O)C)O